Cl.C(C)OC(CCC(CN)C)=O 5-amino-4-methylpentanoic acid ethyl ester hydrochloride